C(C)(C)(C)OC(=O)N1C=CC=2C1=NC=CC2B2OC(C(O2)(C)C)(C)C.C(=CC2=CC=CC=C2)OC=2C(=NC(=CC2)N2C(CCCC2)C=2C=NC=CC2)Cl 3-(styryloxy)-2-chloro-6-(2-(pyridine-3-yl)piperidine-1-yl)pyridine tert-butyl-4-(4,4,5,5-tetramethyl-1,3,2-dioxaborolan-2-yl)pyrrolo[2,3-b]pyridine-1-carboxylate